N-(1-(2,4-dimethylphenyl)-1,2,3,4-tetrahydroquinolin-3-yl)acrylamide CC1=C(C=CC(=C1)C)N1CC(CC2=CC=CC=C12)NC(C=C)=O